C(C1=CC=CC=C1)N1C[C@@H]2C([C@@H]2C1)CC(=O)OCC Ethyl 2-((1R,5S,6s)-3-benzyl-3-azabicyclo[3.1.0]hexan-6-yl)acetate